ClC1=CC(=C2C(=N1)C1(OCC2=O)COCC1)OC1COC1 2'-chloro-4'-(oxetane-3-yloxy)-4,5-dihydro-2H-spiro[furan-3,8'-pyrano[3,4-b]pyridine]-5'(6'H)-one